ClC1=CC(=NC(=N1)C)NC1=CC(=NN1)CCC=1C=C(C=CC1F)NC(C1=CC(=CC=C1)C(F)(F)F)=O N-(3-(2-(5-((6-chloro-2-methylpyrimidin-4-yl)amino)-1H-pyrazol-3-yl)ethyl)-4-fluorophenyl)-3-(trifluoromethyl)benzamide